C12C(CCC(C1(C)C)C2)C pin-AN